C(C)(C)(C)OC(=O)N(CC(=O)N1CC2=CC(=CC=C2CC1)C(=O)OC)C1C(C1)C1=CC=C(C=C1)F Methyl 2-(2-((tert-butoxycarbonyl)(2-(4-fluorophenyl)cyclopropyl)amino)acetyl)-1,2,3,4-tetrahydroisoquinoline-7-carboxylate